3-cyclopropyl-1-((2,2-difluorobicyclo[2.1.1]hexan-1-yl)methyl)-N-(2-(methylthio)pyridin-4-yl)-4-(trifluoromethyl)-1H-pyrazole-5-carboxamide C1(CC1)C1=NN(C(=C1C(F)(F)F)C(=O)NC1=CC(=NC=C1)SC)CC12C(CC(C1)C2)(F)F